C(C)(C)(C)OC(=O)N[C@@H]1CC[C@H](CC1)OCCC(=O)O 3-((trans-4-((tert-butoxycarbonyl)amino)cyclohexyl)oxy)propanoic acid